FC1=CC(=C(C=C1)N1CN(C(C2=CC(=CC=C12)C(F)(F)F)=O)C=1C(=NC(=CC1)OC)C)OC 1-(4-fluoro-2-methoxyphenyl)-3-(6-methoxy-2-methylpyridin-3-yl)-6-(trifluoromethyl)-2,3-dihydroquinazolin-4(1H)-one